3-(6-chloro-1H-pyrazolo[4,3-c]pyridin-3-yl)-6-methyl-3,6-diazabicyclo[3.1.1]heptane ClC1=CC2=C(C=N1)C(=NN2)N2CC1N(C(C2)C1)C